CC(C)CC(CC(CC(C)C)(O)C)=O 2,6,8-trimethyl-6-hydroxy-4-nonanone